FC1CCN(CC1)C=1C2=C(N=C(N1)N(CCOC)CCOC)C(=NC(=N2)N(CCOC)CCOC)N2CCC(CC2)OC 4-(4-fluoropiperidin-1-yl)-N2,N2,N6,N6-tetrakis(2-methoxyethyl)-8-(4-methoxypiperidin-1-yl)pyrimido[5,4-d]pyrimidine-2,6-diamine